5-[3-(cyanomethyl)-3-(3'-methyl-1H,1'H-4,4'-bipyrazol-1-yl)azetidin-1-yl]-N-[(1S)-2,2,2-trifluoro-1-methylethyl]pyrazine-2-carboxamide C(#N)CC1(CN(C1)C=1N=CC(=NC1)C(=O)N[C@H](C(F)(F)F)C)N1N=CC(=C1)C=1C(=NNC1)C